4,7-bis[4-(1,2,2-triphenylethenyl)phenyl]Benzo-2,1,3-thiadiazole C1(=CC=CC=C1)C(=C(C1=CC=CC=C1)C1=CC=CC=C1)C1=CC=C(C=C1)C1=CC=C(C2=NSN=C21)C2=CC=C(C=C2)C(=C(C2=CC=CC=C2)C2=CC=CC=C2)C2=CC=CC=C2